ClC=1C=CC2=C([C@@H](C[C@@H](O2)C(=O)NC23CC(C2)(C3)NC(COC3=NC=C(C=C3)Cl)=O)O)C1 (2R,4R)-6-chloro-N-(3-{2-[(5-chloropyridin-2-yl)oxy]acetamido}bicyclo[1.1.1]pent-1-yl)-4-hydroxy-3,4-dihydro-2H-1-benzopyran-2-carboxamide